(2'-hydroxy-3',5'-di-t-butylphenyl)5-chlorobenzotriazole OC1=C(C=C(C=C1C(C)(C)C)C(C)(C)C)C1=C(C=CC=2NN=NC21)Cl